N-(3,4-dihydroxybenzoyl)3-carboxy-2,5-dihydroxybenzamide OC=1C=C(C(=O)NC(C2=C(C(=CC(=C2)O)C(=O)O)O)=O)C=CC1O